C(C1=CC=CC=C1)C1=C(C=C(C=C1C)NC(C1=CC=CC=C1)=O)C N-(4'-benzyl-3',5'-dimethyl-phenyl)benzamide